Acetic acid [(2s,3s,4e,6s,7s,10s)-7,10-dihydroxy-2-[(2e,4e,6r)-7-hydroxy-6-methylhept-2,4-dien-2-yl]-3,7-dimethyl-12-oxo-1-oxododec-4-en-6-yl] ester O[C@]([C@H](/C=C/[C@@H]([C@H](C=O)\C(\C)=C\C=C\[C@H](CO)C)C)OC(C)=O)(CC[C@@H](CC=O)O)C